COC1=C(CC(N)C)C=C(C(=C1)CCC)OC 2,5-dimethoxy-4-propyl-amphetamine